3,4-bis[oleyloxy]-benzamide C(CCCCCCC\C=C/CCCCCCCC)OC=1C=C(C(=O)N)C=CC1OCCCCCCCC\C=C/CCCCCCCC